N-[1-(3-chloropyrazin-2-yl)ethyl]-3-(2,2-difluoroethoxy)(trifluoromethyl)benzamide ClC=1C(=NC=CN1)C(C)NC(C1=C(C(=CC=C1)OCC(F)F)C(F)(F)F)=O